6-(4-Methyl-3-pyridyl)-4-[2-[(2-methylpyrimidin-4-yl)amino]-4-pyridyl]-1H-pyridin-2-on CC1=C(C=NC=C1)C1=CC(=CC(N1)=O)C1=CC(=NC=C1)NC1=NC(=NC=C1)C